2-((2-fluoro-4-iodophenyl)amino)-5-fluorothieno[2,3-b]pyridine-3-carboxylic acid FC1=C(C=CC(=C1)I)NC1=C(C=2C(=NC=C(C2)F)S1)C(=O)O